C1(CC1)\C=N/O Z-cyclopropanecarbaldehyde oxime